1-(4-methylphenyl)-1,2,3,4-tetrahydroisoquinoline CC1=CC=C(C=C1)C1NCCC2=CC=CC=C12